CS(=O)O[C@@H]1[C@H](O[C@H]([C@@H]1O[Si](C)(C)C(C)(C)C)N1C(NC(C=C1)=O)=O)CO[Si](C)(C)C(C)(C)C (2R,3R,4R,5R)-4-((tert-butyl dimethylsilyl)oxy)-2-(((tert-butyl dimethyl silyl)oxy)methyl)-5-(2,4-dioxo-3,4-dihydropyrimidin-1(2H)-yl)tetrahydrofuran-3-yl methanesulfinate